CC=1C=C(CNCC(O)C=2C=NC=C(C2)OC)C=CC1C 2-((3,4-dimethylbenzyl)amino)-1-(5-methoxypyridin-3-yl)ethan-1-ol